N,N-bis(2-chloroethyl)benzo[b]thiophen-4-amine ClCCN(C1=CC=CC=2SC=CC21)CCCl